(R)-4-(4-((4-(((2-(2,6-dioxopiperidin-3-yl)-1,3-dioxoisoindolin-4-yl)oxy)methyl)phenyl)thio)piperidin-1-yl)-3-fluorobenzonitrile O=C1NC(CC[C@H]1N1C(C2=CC=CC(=C2C1=O)OCC1=CC=C(C=C1)SC1CCN(CC1)C1=C(C=C(C#N)C=C1)F)=O)=O